(7S)-7-ethyl-2-(((1-(4-fluorobenzyl)-1H-pyrazol-4-yl)methyl)amino)-8-isopropyl-5-methyl-7,8-dihydropteridin-6(5H)-one C(C)[C@H]1C(N(C=2C=NC(=NC2N1C(C)C)NCC=1C=NN(C1)CC1=CC=C(C=C1)F)C)=O